6-(((R)-3-(Methylsulfonyl)pyrrolidin-1-yl)methyl)-2-(3-((R)-1,1,2-trifluoro-1-(4-methyl-4H-1,2,4-triazol-3-yl)propan-2-yl)phenyl)-4-(trifluoromethyl)isoindolin-1-one CS(=O)(=O)[C@H]1CN(CC1)CC1=CC(=C2CN(C(C2=C1)=O)C1=CC(=CC=C1)[C@@](C(C1=NN=CN1C)(F)F)(C)F)C(F)(F)F